NC1=C2C(=NC=N1)N(N=C2C2=CC=C(C=C2)OC2=CC=CC=C2)C2CN(CCC2)N(C(C=C)=O)C(C)C N-(3-(4-amino-3-(4-phenoxyphenyl)-1H-pyrazolo[3,4-D]pyrimidine-1-yl)-1-piperidyl)-N-isopropylacrylamide